7-chloro-4-(2-(3-(5-chloro-6-oxo-1,6-dihydropyridazin-4-yl)propyl)-2-azaspiro[3.3]heptane-6-carbonyl)-2-methylisoindolin-1-one ClC=1C=CC(=C2CN(C(C12)=O)C)C(=O)C1CC2(CN(C2)CCCC=2C=NNC(C2Cl)=O)C1